Ethyl (S)-2-amino-9-(5,6,7,8-tetrahydro-1,8-naphthyridin-2-yl)nonanoate bis-HCl salt Cl.Cl.N[C@H](C(=O)OCC)CCCCCCCC1=NC=2NCCCC2C=C1